FC=1C=C2C=C(NC2=CC1)C(=O)N[C@H](C(N[C@@H](C[C@H]1C(NCC1)=O)C(COC1=C(C(=CC(=C1F)F)F)F)=O)=O)CCC1=CC=CC=C1 5-fluoro-N-((S)-1-oxo-1-(((S)-3-oxo-1-((S)-2-oxopyrrolidin-3-yl)-4-(2,3,5,6-tetrafluorophenoxy)butan-2-yl)amino)-4-phenylbutan-2-yl)-1H-indole-2-carboxamide